N-((1R)-3-Cyano-3-azabicyclo[3.1.0]hexan-1-yl)-2'-((4-fluorophenyl)thio)-[1,1'-biphenyl]-4-carboxamid C(#N)N1C[C@]2(CC2C1)NC(=O)C1=CC=C(C=C1)C1=C(C=CC=C1)SC1=CC=C(C=C1)F